3,5-dimethyl-4-(3-(1-((4-methylquinazolin-2-yl)methyl)piperidin-4-yl)-1H-pyrazol-5-yl)isothiazole CC1=NSC(=C1C1=CC(=NN1)C1CCN(CC1)CC1=NC2=CC=CC=C2C(=N1)C)C